C(C=C)(=O)C1=CC(=C(C(=O)O)C=C1)O 4-acryloylhydroxybenzoic acid